OC1(C=O)C(C=O)C=C(C=C1)O 1,4-dihydroxyphthalaldehyde